BrC1=C(C=CC=C1)N1C(N=C(C2=CC=C(C=C12)Cl)NC([2H])([2H])[2H])=O 1-(2-bromophenyl)-7-chloro-4-((methyl-d3)amino)quinazolin-2(1H)-one